CN(C=1N=C(C(=NC1CC)C(=O)N)NC1=CC(=CC(=C1)CCNC([C@H](C)NC)=O)F)C (S)-5-(dimethylamino)-6-ethyl-3-((3-fluoro-5-(2-(2-(methylamino)propanamido)ethyl)phenyl)amino)pyrazine-2-carboxamide